C(C=C)NCC(CC1=CC=C(C=C1)C#CC#CC=1C=NC(=NC1)C)C1=C(C(NC=N1)=O)O 6-(1-(allylamino)-3-(4-((2-methylpyrimidin-5-yl)buta-1,3-diyn-1-yl)phenyl)propan-2-yl)-5-hydroxypyrimidin-4(3H)-one